4-((4-(4-chlorophenyl)piperidin-1-yl)methyl)-1H-1,2,3-triazole-5-carboxylic acid ClC1=CC=C(C=C1)C1CCN(CC1)CC=1N=NNC1C(=O)O